OC(COC1=CC=C(C=C1)C1=NOC(=N1)N1CCN(CC1)C(=O)NCC1CN(CC1)CC1=CC=C(C=C1)C)CO 4-(3-(4-(2,3-Dihydroxypropoxy)phenyl)-1,2,4-oxadiazol-5-yl)-N-((1-(4-methylbenzyl)pyrrolidin-3-yl)methyl)piperazine-1-carboxamide